ethylhexyl methoxycinnamate (2-ethylhexyl para-methoxycinnamate) C(C)C(CC(C(=O)O)=CC1=CC=C(C=C1)OC)CCCC.COC(C(=O)OC(CCCCC)CC)=CC1=CC=CC=C1